(E)-N,N-diphenyl-4-(4-(pyren-1-yl)styryl)aniline C1(=CC=CC=C1)N(C1=CC=C(C=C1)\C=C\C1=CC=C(C=C1)C1=CC=C2C=CC3=CC=CC4=CC=C1C2=C34)C3=CC=CC=C3